C(C)[SiH](CCCC[SiH](CC)CC)CC 1,4-bis(diethylsilyl)butane